FC1=C(CN2C(N(C(C23CCN(CC3)C(=O)OC(C)(C)C)=O)C3=NC=CC(=C3)C(F)(F)F)=O)C=CC=C1F tert-butyl 1-(2,3-difluorobenzyl)-2,4-dioxo-3-(4-(trifluoromethyl)pyridin-2-yl)-1,3,8-triazaspiro[4.5]decane-8-carboxylate